NC1=NC=CC(=C1Cl)SC=1C=2N(C(=NC1)O[C@@H]1C[C@@H](CC1)NC(OC(C)(C)C)=O)C=CN2 tert-butyl N-[(1R,3S)-3-[8-[(2-amino-3-chloro-4-pyridyl)sulfanyl]imidazo[1,2-c]pyrimidin-5-yl]oxycyclopentyl]carbamate